C(OCC)(OCC)OCC triethyl orthoformate